C(#N)C=1C=CC(=NC1)C1=C(C(N(C2=NC=CC=C12)CCN1CCOCC1)=O)C(=O)NC(C)(C)C1=CC=C(C=C1)F (5-cyanopyridin-2-yl)-N-(2-(4-fluorophenyl)propan-2-yl)-1-(2-morpholinoethyl)-2-oxo-1,2-dihydro-1,8-naphthyridine-3-carboxamide